4-(2-nitrobenzoyl)aminophenylsuccinic acid [N+](=O)([O-])C1=C(C(=O)NC2=CC=C(C=C2)C(C(=O)O)CC(=O)O)C=CC=C1